CN1CCC(CC1)NC=1N=C(C2=C(N1)N=CC=C2)N N2-(1-methylpiperidin-4-yl)pyrido[2,3-d]pyrimidine-2,4-diamine